trans-3-(3-amino-6-cyclopropyl-1H-pyrazolo[3,4-b]pyrazin-1-yl)cyclobutan-1-ol NC1=NN(C2=NC(=CN=C21)C2CC2)[C@@H]2C[C@H](C2)O